CN(CCN(C1=C(C=C(C(=C1)OC)NC1=NC=CC(=N1)N1CC2(C3=NC(=CC=C31)C)CCC2)[N+](=O)[O-])C)C N1-(2-(dimethylamino)ethyl)-5-methoxy-N1-methyl-N4-(4-(5'-methylspiro[cyclobutane-1,3'-pyrrolo[3,2-b]pyridin]-1'(2'H)-yl)pyrimidin-2-yl)-2-nitrobenzene-1,4-diamine